CCC(CCCCCOC(\C=C/C(=O)O)=O)CC maleic acid di-(2-ethyl)-hexyl ester